(S)-2-(4-(4-(trifluoromethyl)oxazol-2-ylamino)phenyl)propanoic acid FC(C=1N=C(OC1)NC1=CC=C(C=C1)[C@@H](C(=O)O)C)(F)F